(E)-3,5-dihydroxyl-4-isopropyl-stilbene OC=1C=C(C=C(C1C(C)C)O)\C=C\C1=CC=CC=C1